N1(CCOCC1)C1CCNCC1 4-morpholin-4-yl-piperidin